ClC1=CC(=NC(=C1)N1CCNCC1)C=1C=NN2C1C=C(C=C2)NC 3-(4-chloro-6-(piperazin-1-yl)pyridin-2-yl)-N-methylpyrazolo[1,5-a]pyridin-5-amine